4-(2-acryloyl-2,6-diazaspiro[3.4]octan-6-yl)-2-(4-(4-cyclopropylpiperazin-1-yl)piperidin-1-yl)-6-(1,6-dimethyl-1H-indazol-7-yl)pyrimidine-5-carbonitrile C(C=C)(=O)N1CC2(C1)CN(CC2)C2=NC(=NC(=C2C#N)C=2C(=CC=C1C=NN(C21)C)C)N2CCC(CC2)N2CCN(CC2)C2CC2